C(C)(C)(CC)[O] t-amyl-oxygen